5-benzoyl-7-methoxy-1,3-dimethyl-1,3,4,5-tetrahydro-2H-benzo[b]azepin-2-one C(C1=CC=CC=C1)(=O)C1C2=C(N(C(C(C1)C)=O)C)C=CC(=C2)OC